4-Ethyl-6-((4-(1-ethyl-1H-benzo[d][1,2,3]triazol-6-yl)-5-fluoropyrimidin-2-yl)amino)-8-((4-acetylpiperazin-1-yl)methyl)-2H-benzo[b][1,4]oxazin-3(4H)-one C(C)N1C2=C(OCC1=O)C(=CC(=C2)NC2=NC=C(C(=N2)C=2C=CC1=C(N(N=N1)CC)C2)F)CN2CCN(CC2)C(C)=O